methyl 3-(9-((4-(((tert-butoxycarbonyl)amino)methyl)-2,6-dimethylphenyl)carbamoyl)-4,5-dihydrobenzo[b]thieno[2,3-d]oxepin-8-yl)-6-(((3-methylcyclobutyl)methyl)carbamoyl)picolinate C(C)(C)(C)OC(=O)NCC1=CC(=C(C(=C1)C)NC(=O)C1=CC2=C(OCCC3=C2SC=C3)C=C1C=1C(=NC(=CC1)C(NCC1CC(C1)C)=O)C(=O)OC)C